2,5-bis[2-(2-ethoxyethoxy)ethoxy]benzaldehyde C(C)OCCOCCOC1=C(C=O)C=C(C=C1)OCCOCCOCC